3-(4-amino-2-((3-fluoropyridin-2-yl)methyl)-2H-[1,2,3]triazolo[4,5-c]pyridin-6-yl)benzonitrile NC1=NC(=CC=2C1=NN(N2)CC2=NC=CC=C2F)C=2C=C(C#N)C=CC2